(2S)-N-[5-(2,4-difluorophenoxy)pyrazin-2-yl]-2-{4-[3-(hydroxymethyl)-5H,6H,7H,8H-[1,2,4]triazolo[4,3-a]pyridine-6-carbonyl]-3,3-dimethylpiperazin-1-yl}propanamide FC1=C(OC=2N=CC(=NC2)NC([C@H](C)N2CC(N(CC2)C(=O)C2CCC=3N(C2)C(=NN3)CO)(C)C)=O)C=CC(=C1)F